FC1=C(CNC(=O)[C@H]2N(C[C@@H](C2)O)C([C@H](C(C)(C)S)NC(=O)C2(CC2)F)=O)C=CC(=C1)C1=C(N=CS1)C (2S,4R)-N-(2-fluoro-4-(4-methylthiazol-5-yl)benzyl)-1-((R)-2-(1-fluorocyclopropane-1-carboxamido)-3-mercapto-3-methylbutanoyl)-4-hydroxypyrrolidine-2-carboxamide